C(C1=CC=CC=C1)OC1=CC(=C(C=C1)B(O)O)C (4-(benzyloxy)-2-methylphenyl)boronic acid